trioxyindole C1=CC=C2C(=C1)C(=C(N2O)O)O